ClC1=NC=C(C(=N1)NC1=C(C=C(C=C1)[N+](=O)[O-])P(C)(C)=O)Cl (2-((2,5-dichloropyrimidin-4-yl)amino)-5-nitrophenyl)dimethylphosphine oxide